tetrabutylphosphonium 2,3,4,5,6-pentafluorobenzoate FC1=C(C(=O)[O-])C(=C(C(=C1F)F)F)F.C(CCC)[P+](CCCC)(CCCC)CCCC